(3R,4S)-3,4-DICYCLOPROPYLOXOLANE-3,4-DIOL Titanium (IV) chloride [Ti](Cl)(Cl)(Cl)Cl.C1(CC1)[C@]1(COC[C@@]1(O)C1CC1)O